CC1=NC2=CC=C(C=C2C(=C1)Br)C 2,6-dimethyl-4-bromoquinoline